FC(C=1C(=NC(=NC1)NC=1C=NN(C1)C1CCN(CC1)C)NCCCN1C(OCCC1)=O)F 3-(3-((5-(difluoromethyl)-2-((1-(1-methylpiperidin-4-yl)-1H-pyrazol-4-yl)amino)pyrimidin-4-yl)amino)propyl)-1,3-oxazinan-2-one